2-(difluoromethyl)quinazoline-4-thiol FC(C1=NC2=CC=CC=C2C(=N1)S)F